O1C[C@@H](CC1)CO (S)-(tetrahydrofuran-3-yl)methanol